N[C@H](C=1OC2=C(N1)C=C(C=C2)[C@@H](COC)N2C(N[C@@H](C2)C)=O)C2CCC(CC2)(F)F (R)-1-((S)-1-(2-((S)-amino(4,4-difluorocyclohexyl)methyl)-benzo[d]oxazol-5-yl)-2-methoxyethyl)-4-methylimidazolidin-2-one